2-((3-chloro-4-fluorophenyl)(3,4-difluorophenyl)methyl)-N,N-dimethyl-1H-imidazole-4-sulfonamide ClC=1C=C(C=CC1F)C(C=1NC=C(N1)S(=O)(=O)N(C)C)C1=CC(=C(C=C1)F)F